tert-butyl (3S)-4-[3-(2,4-dioxo-1,3-diazinan-1-yl)-1-methylindazol-6-yl]-3-methylpiperazine-1-carboxylate O=C1N(CCC(N1)=O)C1=NN(C2=CC(=CC=C12)N1[C@H](CN(CC1)C(=O)OC(C)(C)C)C)C